NC1=CC=C(C(=N1)F)C1=C(N=C(N1)[C@@H]1CCC2=CC(=CC(N12)=O)C1=C(C=CC(=C1)Cl)N1N=NN=C1)Cl (3S)-3-[5-(6-amino-2-fluoro-3-pyridinyl)-4-chloro-1H-imidazol-2-yl]-7-[5-chloro-2-(1H-tetrazol-1-yl)phenyl]-2,3-dihydro-5(1H)-indolizinone